3-aminopiperidine-1,3-dicarboxylic acid 1-benzyl 3-methyl ester COC(=O)C1(CN(CCC1)C(=O)OCC1=CC=CC=C1)N